COC(=O)C1(CCCCCC1)CCCOC 1-(3-methoxypropyl)cycloheptanecarboxylic acid methyl ester